4-fluoro-N-(2'-((2-hydroxyethyl)(methyl)amino)-[4,4'-bipyridin]-2-yl)benzamide FC1=CC=C(C(=O)NC2=NC=CC(=C2)C2=CC(=NC=C2)N(C)CCO)C=C1